(4R*)-1-{6-[(3S,4S)-4-amino-3-methyl-2-oxa-8-azaspiro[4.5]decan-8-yl]-1H-pyrazolo[3,4-b]pyrazin-3-yl}-5-fluoro-4-methyl-1,2,3,4-tetrahydroquinoline-6-carbonitrile N[C@@H]1[C@@H](OCC12CCN(CC2)C2=CN=C1C(=N2)NN=C1N1CC[C@H](C2=C(C(=CC=C12)C#N)F)C)C |o1:23|